C(C)(C)(C)C1=CNC2=CC=CC=C12 3-(tert-butyl)1H-indole